BrC1=CC=C2C3(C(N(C2=C1)CCC(F)(F)F)=O)CC3 6'-bromo-1'-(3,3,3-trifluoropropyl)spiro[cyclopropane-1,3'-indolin]-2'-one